tetramethyl-azoformamide CC(=O)N(N=NN(C(=O)C)C)C